benzyl 2-methyl (S)-4-oxopyrrolidine-1,2-dicarboxylate O=C1C[C@H](N(C1)C(=O)OCC1=CC=CC=C1)C(=O)OC